(S)-N-[5-[5-[(3-fluoropyrrolidin-3-yl)methoxy]-2-methyl-4-pyridyl]pyrazolo[1,5-a]pyridin-2-yl]cyclopropanecarboxamide F[C@@]1(CNCC1)COC=1C(=CC(=NC1)C)C1=CC=2N(C=C1)N=C(C2)NC(=O)C2CC2